FC(C1=CC=C(C=C1)N1N=NC(=C1COC1=CC=C(N=N1)N1C[C@H](NCC1)C(=O)N)C)F (S)-4-(6-((1-(4-(difluoromethyl)phenyl)-4-methyl-1H-1,2,3-triazol-5-yl)methoxy)pyridazin-3-yl)piperazine-2-amide